OCC1(CC1)NC(=O)C=1N(N=C2C=CC(=CC12)OCC1=CN=C(S1)C)C N-[1-(hydroxymethyl)cyclopropyl]-2-methyl-5-[(2-methyl-1,3-thiazol-5-yl)methoxy]-2H-indazole-3-carboxamide